C(C)N1C=NC2=C1N=NC=C2C2=CC(=C(C=C2)F)B2OC(C(O2)(C)C)(C)C 7-ethyl-4-(4-fluoro-3-(4,4,5,5-Tetramethyl-1,3,2-dioxaborolan-2-yl)phenyl)-7H-imidazo[4,5-c]pyridazine